3-(butylamino)-N-((2S)-1-oxo-3-phenyl-1-(6-(pyridin-3-yl)-5,6-dihydropyridin-1(2H)-yl)propan-2-yl)benzamide C(CCC)NC=1C=C(C(=O)N[C@H](C(N2CC=CCC2C=2C=NC=CC2)=O)CC2=CC=CC=C2)C=CC1